C(C1=C(C(=O)[O-])C(C(=O)[O-])=C(C(=O)[O-])C(C(=O)[O-])=C1C(=O)[O-])(=O)[O-] mellitate